NC1=C2C(=NC=N1)N(N=C2C2=CC=C(C=C2)OC2=CC=CC=C2)C2CN(C2)C(=O)C2=C(C(=C(C(=C2S(=O)C)F)F)F)F (3-(4-amino-3-(4-phenoxyphenyl)-1H-pyrazolo[3,4-d]pyrimidin-1-yl)azetidin-1-yl)(2,3,4,5-tetrafluoro-6-(methylsulfinyl)phenyl)methanone